CC1=C(N=C(C(=N1)C)CCC(C)C)C methyl-2,5-dimethyl-3-(3-methylbutyl)pyrazine